FC1(CCC(CC1)C1=NC=CC(=C1NC(=O)C1C(C1)(C)C)C1=C(C=CC(=C1)F)F)F N-(2-(4,4-difluorocyclohexyl)-4-(2,5-difluorophenyl)pyridin-3-yl)-2,2-dimethylcyclopropane-1-carboxamide